butyl 3-(2-(2,6-dioxopiperidin-3-yl)-1-oxoisoindolin-5-yl)propanoate O=C1NC(CCC1N1C(C2=CC=C(C=C2C1)CCC(=O)OCCCC)=O)=O